O.[N+](=O)([O-])[O-].[La+3].[N+](=O)([O-])[O-].[N+](=O)([O-])[O-] lanthanum(III) nitrate hydrate